IC=1C=C(CNC2=C3NC=NC3=NC=N2)C=CC1 N6-(3-iodobenzyl)adenine